Butanthiol C(CCC)S